Tert-butyl N-[4-[[4-[1-(2,6-dioxo-3-piperidyl)-3-methyl-2-oxo-benzimidazol-5-yl]-1-piperidyl]sulfonylcarbamoyl]cyclohexyl]carbamate O=C1NC(CCC1N1C(N(C2=C1C=CC(=C2)C2CCN(CC2)S(=O)(=O)NC(=O)C2CCC(CC2)NC(OC(C)(C)C)=O)C)=O)=O